CC=1C=2N(C=C(C1)B(O)O)C(=NN2)C(C)C [8-methyl-3-(propan-2-yl)-[1,2,4]triazolo[4,3-a]pyridin-6-yl]boronic acid